CCCCCCCCCCCCCCCCCCCCC(=O)O[C@H](COC(=O)CCCCCCCCCCC/C=C\C/C=C\CCCCC)COP(=O)([O-])OCC[N+](C)(C)C 1-(13Z,16Z-docosadienoyl)-2-heneicosanoyl-glycero-3-phosphocholine